tert-butyl 4-(3-methoxy-5-(trifluoromethyl)pyridin-2-yl)piperazine-1-carboxylate COC=1C(=NC=C(C1)C(F)(F)F)N1CCN(CC1)C(=O)OC(C)(C)C